OC1=C(C=CC(=C1)O)C(\C=C\C1=CC(=C(C=C1)OC)COCC(F)(F)F)=O (E)-1-(2,4-Dihydroxyphenyl)-3-[4-methoxy-3-(2,2,2-trifluoroethoxymethyl)phenyl]prop-2-en-1-one